CN1C(C(C2=CC(=CC=C12)I)(C(=O)[O-])C(=O)[O-])=S 1-methyl-3,3-dicarboxylato-5-iodo-indoline-2-thione